z-1-(4-chlorophenyl)-3-(fluoromethyl)cyclobutanecarboxylic acid ClC1=CC=C(C=C1)C1(CC(C1)CF)C(=O)O